sodium bis(2-methoxy-ethoxy)aluminum COCCO[Al]OCCOC.[Na]